3,4,5-trihydroxyvaleraldehyde OC(CC=O)C(CO)O